6-{1-[5-(4-fluorophenyl)-4-methoxypyridine-2-carbonyl]piperidin-4-yl}pyridazin-3-amine FC1=CC=C(C=C1)C=1C(=CC(=NC1)C(=O)N1CCC(CC1)C1=CC=C(N=N1)N)OC